5-fluoro-2-methoxy-3-(prop-1-yn-1-yl)pyridine FC=1C=C(C(=NC1)OC)C#CC